ClC1=C(C(=O)NC2=C3C=NN(C3=CC=C2)CC2=CC=C(C=C2)C(F)(F)F)C=C(C=C1)CNC(C(C)(C)C)=O 2-Chloro-5-{[(2,2-dimethylpropanoyl)amino]methyl}-N-{1-[4-(trifluoromethyl)benzyl]-1H-indazol-4-yl}benzamide